NC1=C(C=C(N=N1)C1=C(C=CC=C1)O)N1C[C@H]2CC[C@@H](C1)N2C2=NC=CC(=C2)CN2CCNCC2 2-(6-amino-5-((1R,5S)-8-(4-(piperazin-1-ylmethyl)pyridin-2-yl)-3,8-diazabicyclo[3.2.1]octan-3-yl)pyridazin-3-yl)phenol